C(C=C)C1=CC(=C(OCCCCOC2=C(C=C(C=C2)CC=C)OC)C=C1)OC 1,4-di(4-allyl-2-methoxyphenoxy)butane